P(=O)(O)(O)O.P(=O)(O)(O)O.P(=O)(O)(O)O.[C@@H]1([C@H](O)[C@H](O)[C@@H](CO)O1)N1C=NC=2C(=O)NC(N)=NC12 guanosine tri-phosphate